FC1=CC=C(OC2=CC(=NC=C2)C(=O)N)C=C1 4-(4-fluorophenoxy)pyridine-2-carboxamide